5-(trifluoromethyl)-1,2-benzothiazole-7-carboxylic acid FC(C=1C=C(C2=C(C=NS2)C1)C(=O)O)(F)F